N-methyl-cyclohexyl-amine CNC1CCCCC1